2-[2,6-bis(oxo)-piperidin-3-yl]-5-[2-[2-[2-[4-[6-(dimethylamino)-2-fluoro-pyridin-3-yl]phenyl]imidazo[1,2-a]pyridin-6-yl]oxyethoxy]ethoxy]isoindole-1,3-dione O=C1NC(CCC1N1C(C2=CC=C(C=C2C1=O)OCCOCCOC=1C=CC=2N(C1)C=C(N2)C2=CC=C(C=C2)C=2C(=NC(=CC2)N(C)C)F)=O)=O